(6aR,9S)-1,3-difluoro-7-(methyl-d3)-4,6,6a,7,8,9-hexahydroindolo[4,3-fg]quinolin-9-amine FC1=CC(=C2NC=C3C2=C1C1=C[C@@H](CN([C@@H]1C3)C([2H])([2H])[2H])N)F